C1(CC1)C1=CC(=NN1)NC1=NC(=NC=C1)NC N4-(5-cyclopropyl-1H-pyrazol-3-yl)-N2-methylpyrimidine-2,4-diamine